e-aminocaproate C(CCC(=O)O)CCN